benzyl (S)-[1,5-dioxo-1,5-bis({2-[(α-L-fucopyranosyl)oxy]ethyl}amino) pentan-2-yl]carbamate O=C([C@H](CCC(NCCO[C@H]1[C@@H](O)[C@H](O)[C@H](O)[C@@H](O1)C)=O)NC(OCC1=CC=CC=C1)=O)NCCO[C@H]1[C@@H](O)[C@H](O)[C@H](O)[C@@H](O1)C